5-bromo-3-(trifluoromethyl)pyridinecarbonitrile BrC=1C=C(C(=NC1)C#N)C(F)(F)F